CC12C3C(C=CC1S2)S3 3-methylbenzene disulfide